Cl.C1NCC2=CC=CC=C12 trans-isoindoline hydrochloride